(5-amino-4-methylpyridin-3-yl)-N-(6-methyl-5,6,7,8-tetrahydro-1,6-naphthyridin-3-yl)-5,6,7,8-tetrahydropyrido[3,4-d]pyrimidin-2-amine NC=1C(=C(C=NC1)C=1C2=C(N=C(N1)NC=1C=NC=3CCN(CC3C1)C)CNCC2)C